N-ethyl-2-hydroxyphenothiazine C(C)N1C2=CC=CC=C2SC=2C=CC(=CC12)O